tert-butyl (R)-(cyclobutylmethyl)(1-(4-(3-(4-(5-(dimethylamino)pyridin-3-yl)-1H-1,2,3-triazol-1-yl)oxetan-3-yl)phenyl)piperidin-3-yl)carbamate C1(CCC1)CN(C(OC(C)(C)C)=O)[C@H]1CN(CCC1)C1=CC=C(C=C1)C1(COC1)N1N=NC(=C1)C=1C=NC=C(C1)N(C)C